CC=1C=C(OCC(=O)O)C=CC1C(NC=1SC(=CN1)C)=O 2-(3-methyl-4-((5-methylthiazol-2-yl)carbamoyl)phenoxy)acetic acid